C1(CC1)C1=NC=NC(=C1C=1N=C(C2=C(N1)C(=CN2C)F)OCC2=CC(=C(C=C2)C=2N(C=C(N2)C(F)(F)F)C)F)OC 2-(4-cyclopropyl-6-methoxy-pyrimidin-5-yl)-7-fluoro-4-[[3-fluoro-4-[1-methyl-4-(trifluoromethyl)imidazol-2-yl]phenyl]methoxy]-5-methyl-pyrrolo[3,2-d]pyrimidine